ClCC1=CC=CC(=N1)C(=O)OC methyl 6-(chloromethyl)pyridine-2-carboxylate